CN1C(N(C(C1)=O)C=1C=NC(=CC1)N[C@@H]1C[C@H](CC1)NC1=NOC(=N1)C)=O 1-methyl-3-(6-(((1S,3S)-3-((5-methyl-1,2,4-oxadiazol-3-yl)amino)cyclopentyl)amino)pyridin-3-yl)imidazolidine-2,4-dione